C1CC12C1(CC1)C2CC(=O)O 2-dispiro[2.0.2.1]heptane-7-yl-acetic acid